[O-]CC.[O-]CC.[O-]CC.[O-]CC.[Ti+4] titanium(IV) tetraethoxide